FC([C@@]([C@@H](C(=O)NO)NC(C1=CC=C(C=C1)C#CC#CC1C(C1)COC)=O)(C)O)F N-((2S,3S)-4,4-difluoro-3-hydroxy-1-(hydroxyamino)-3-methyl-1-oxobutan-2-yl)-4-((2-(methoxy-methyl)cyclopropyl)buta-1,3-diyn-1-yl)benzamide